perfluoro-N-(4-methylcyclohexyl)piperidine ethyl-acetat C(C)OC(C)=O.FC1(N(C(C(C(C1(F)F)(F)F)(F)F)(F)F)C1(C(C(C(C(C1(F)F)(F)F)(C(F)(F)F)F)(F)F)(F)F)F)F